1-(3-chloro-10-fluoro-7,7a,8,9,10,11-hexahydro-6H-dipyrido[3,2-b:1',2'-d][1,4]oxazepin-9-yl)-2-oxopyrrolidin ClC1=CC=2OCCC3N(C2N=C1)CC(C(C3)N3C(CCC3)=O)F